2-(2-(tert-butoxycarbonyl)-5-fluoroisoindolin-4-yl)-5-cyanobenzoic acid C(C)(C)(C)OC(=O)N1CC2=CC=C(C(=C2C1)C1=C(C(=O)O)C=C(C=C1)C#N)F